((R)-1-((R)-3-methoxy-2-(pyrazine-2-carboxamido)propanamido)-2-((1R,2S)-2-phenylcyclopropyl)ethyl)boronic acid COC[C@H](C(=O)N[C@@H](C[C@@H]1[C@H](C1)C1=CC=CC=C1)B(O)O)NC(=O)C1=NC=CN=C1